CC1C2=C(CCC1)C(=O)OC2=O methyl-cyclohexene-1,2-dicarboxylic anhydride